sodium N-[3,5-bis(trifluoromethyl)phenyl]sulfonamide FC(C=1C=C(C=C(C1)C(F)(F)F)NS(=O)=O)(F)F.[Na]